5-(2-methoxyphenoxy)-2-phenylpyrimidine-4,6-diol COC1=C(OC=2C(=NC(=NC2O)C2=CC=CC=C2)O)C=CC=C1